tert-butyl ((4,5-difluoropyridin-2-yl)methyl)carbamate FC1=CC(=NC=C1F)CNC(OC(C)(C)C)=O